C(C1=CC=CC=C1)N(SC=1SC2=C(N1)C=CC=C2)CC2=CC=CC=C2 N,N-dibenzylbenzthiazolylsulfenamide